C1=CC=CC=2C(=CC=CC12)C(=O)OC(=O)C=1C=2C=CC=CC2C=CC1 5-naphthalic anhydride